N,N'-di(p-nitrosophenyl)m-phenylenediamine N(=O)C1=CC=C(C=C1)NC1=CC(=CC=C1)NC1=CC=C(C=C1)N=O